3,4-dihydroxy-4'-methoxy-trans-stilbene OC=1C=C(C=CC1O)\C=C\C1=CC=C(C=C1)OC